ClC=1C=C2C(=C3C1NC(NC31CCCCC1)=O)OC(=N2)NC(C)=O N-[5-chloro-7-oxo-7,8-dihydro-6H-spiro[[1,3]oxazolo[5,4-f]quinazoline-9,1'-cyclohexane]-2-yl]acetamide